C(CCCCC)C(C(=O)OCC(CCCCCCCC)CCCCCC)CCCCCCCC 2-hexyldecyl 2-hexyldecanoate